ClC=1C=C(C=CC1)C1=NNC(=C1)C(=O)NCC=1C=C2CN(C(C2=CC1)=O)C1C(NC(CC1)=O)=O 3-(3-chlorophenyl)-N-((2-(2,6-dioxopiperidin-3-yl)-1-oxoisoindolin-5-yl)methyl)-1H-pyrazole-5-carboxamide